C1(CCC1)NC1=NC(=NC=C1C(=O)NC1=C(C=CC=C1)F)NC1=CC=C(C=C1)N1CCN(CC1)C 4-(cyclobutylamino)-N-(2-fluorophenyl)-2-((4-(4-methylpiperazin-1-yl)phenyl)amino)pyrimidine-5-carboxamide